(trifluoroethoxy)pentachlorocyclotriphosphazene FC(COP1(=NP(=NP(=N1)(Cl)Cl)(Cl)Cl)Cl)(F)F